C(#N)C(=C(C=CC1=C(C=CC(=C1)C(=O)O)C1=CC=CC=C1)C=1C(OC2=CC(=CC=C2C1)N(CC)CC)=O)C#N (4,4-dicyano-3-(7-diethylamino-coumarin-3-yl)-1,3-butadienyl)-[1,1'-biphenyl]-4-carboxylic acid